Cl.S1C=NC(=C1)COC1=C(C=C2C=C(NC2=C1)CN)OC(F)(F)F (6-(thiazol-4-ylmethoxy)-5-(trifluoromethoxy)-1H-indol-2-yl)methanamine hydrochloride